N-(3-(difluoromethyl)-1-methyl-1H-pyrazol-5-yl)-2-(m-tolylamino)benzamide FC(C1=NN(C(=C1)NC(C1=C(C=CC=C1)NC=1C=C(C=CC1)C)=O)C)F